(2R,3R,4R,5S)-2-(hydroxymethyl)-1-(2-methoxyphenethyl)piperidine-3,4,5-triol OC[C@H]1N(C[C@@H]([C@H]([C@@H]1O)O)O)CCC1=C(C=CC=C1)OC